(hydroxymethyl)phosphorus hydroxide OCP(O)O